9-methyl-9,10-dihydroacridine CC1C2=CC=CC=C2NC=2C=CC=CC12